3-(2,2-difluoroethyl)-2-(2,6-dimethylpyridin-4-yl)-5-(piperidin-4-yl)-1H-indole hydrochloride Cl.FC(CC1=C(NC2=CC=C(C=C12)C1CCNCC1)C1=CC(=NC(=C1)C)C)F